ClC=1N=CC2=C(N1)C(=CS2)C2=CC=NN2C 2-chloro-7-(1-methyl-1H-pyrazol-5-yl)thieno[3,2-d]pyrimidine